C(#N)[C@@H](C)NC1=C(C=NC(=C1)N1N=CC=2C1=NC=C(C2)C#N)C(=O)O 4-[[(1R)-1-cyanoethyl]amino]-6-(5-cyanopyrazolo[3,4-b]pyridin-1-yl)pyridine-3-carboxylic acid